CCC(CCl)O The molecule is a secondary alcohol that is butan-2-ol in which one of the methyl hydrogen atoms is substituted by chlorine. It has a role as a human metabolite. It is an organochlorine compound, a secondary alcohol and a volatile organic compound.